2-(((1r,3r)-3-hydroxycyclobutyl)amino)-8-(isopropylamino)pyrido[3,4-d]pyrimidine-6-carbonitrile OC1CC(C1)NC=1N=CC2=C(N1)C(=NC(=C2)C#N)NC(C)C